(E)-4-(hydroxy(o-tolyl)methyl)-2-(2-phenylhydrazino)pent-4-enoic acid ethyl ester C(C)OC(C(CC(=C)C(C1=C(C=CC=C1)C)O)NNC1=CC=CC=C1)=O